Di(isostearyl)adipate C(CCCCCCCCCCCCCCC(C)C)OC(CCCCC(=O)OCCCCCCCCCCCCCCCC(C)C)=O